FC=1C(=CC(=C(C1)CO)OC)C=1N(C=C(N1)C(F)(F)F)C [5-fluoro-2-methoxy-4-[1-methyl-4-(trifluoromethyl)imidazol-2-yl]phenyl]methanol